ClC=1C=C(CNCCC2=C(C=C(C(=C2)OC)S(=O)C)OC)C=C(C1)C N-(3-chloro-5-methylbenzyl)-2-(2,5-dimethoxy-4-(methylsulfinyl)-phenyl)ethan-1-amine